N-methylaminoglycine CNNCC(=O)O